1-tert-butyl 4-((4-(4-amino-2,6-difluorophenyl)piperazin-1-yl)methyl)-4-fluoropiperidine-1-carboxylate NC1=CC(=C(C(=C1)F)N1CCN(CC1)CC1(CCN(CC1)C(=O)OC(C)(C)C)F)F